7-(1H-imidazol-1-yl)-2H-benzo[d][1,3]oxazine-2,4(1H)-dione N1(C=NC=C1)C=1C=CC2=C(NC(OC2=O)=O)C1